CCCCCC(=O)SC S-Methyl Hexanethioate